[(3R*,4R*)-4-(3-methoxyphenyl)tetrahydropyran-3-yl]-methanol tert-butyl-2-(4-(7-chloro-4-(1H-imidazol-1-yl)quinolin-2-yl)-2-oxo-1,4-diazepan-1-yl)acetate C(C)(C)(C)C(C(=O)OC[C@H]1COCC[C@H]1C1=CC(=CC=C1)OC)N1C(CN(CCC1)C1=NC2=CC(=CC=C2C(=C1)N1C=NC=C1)Cl)=O |o1:9,14|